4-[bis(2,4-dimethoxybiphenyl-4-yl)amino]-biphenyl-4-carboxylic acid COC1=C(C=CC(C1)(OC)N(C1(CC=C(C=C1)C1=CC=CC=C1)C(=O)O)C1(CC(=C(C=C1)C1=CC=CC=C1)OC)OC)C1=CC=CC=C1